CC=1C(=C(C=NC1)N)C1CCC2(OCCO2)CC1 5-methyl-4-(1,4-dioxaspiro[4.5]decan-8-yl)pyridin-3-amine